Cl.N[C@@H](CC1=CC=CC=C1)C(=O)O phenylalanine hydrochloride salt